C(CCC)OC1=CC=C(C=C1)S(=O)(=O)C=1C=NC2=CC=C(C=C2C1N1CCC(CC1)N1CCSCC1)C(=O)OCC ethyl 3-((4-butoxyphenyl)sulfonyl)-4-(4-thiomorpholinopiperidin-1-yl)quinoline-6-carboxylate